C(C)N1C[C@@H]([C@@H](CC1)O)N1CCC2=C1N=NC(=C2)C2=C(C=C(C=C2C)C(F)(F)F)O (3S,4R)-1-ethyl-3-(3-(2-hydroxy-6-methyl-4-(trifluoromethyl)phenyl)-5,6-dihydro-7H-pyrrolo[2,3-c]pyridazin-7-yl)piperidin-4-ol